C(C=C)N1N(C2=NC(=NC=C2C1=O)NC=1C=CC2=C(N=CS2)C1)C1=NC(=CC=C1)OC1CCN(CC1)C 2-allyl-6-(benzo[d]thiazol-5-ylamino)-1-(6-((1-methylpiperidin-4-yl)oxy)pyridin-2-yl)-1,2-dihydro-3H-pyrazolo[3,4-d]pyrimidin-3-one